C1([C@H](O)[C@@H](O)[C@H](O)[C@H](O1)CO)C1=NC(=C2NC=NC2=N1)N Glucosyladenine